C(CC)C1=C(C(=O)O)C=C(C(=C1O)O)O.C(CC)C1=C(C(=O)O)C=C(C(=C1O)O)O.ClC=1C=CC2=C(O[C@H](CO2)CO)C1 (S)-(7-chloro-2,3-dihydrobenzo[B][1,4]dioxin-2-yl)methanol propyl-gallate (propyl-3,4,5-trihydroxybenzoate)